ClC1=C(C=CC(=C1)OC1=CC=C(C=C1)Cl)[C@@]1(OC[C@@H](O1)C)CN1N=CN=C1 1-({(2S,4S)-2-[2-Chloro-4-(4-chlorophenoxy)phenyl]-4-methyl-1,3-dioxolane-2-yl}methyl)-1H-1,2,4-triazole